[N+](=O)([O-])C=1C=C(C[C@H](N)C(=O)O)C=CC1O L-m-nitrotyrosine